OC=1C=CC=2C3=CC=C(C=C3C(NC2C1)=O)O 3,8-dihydroxyphenanthridin-6(5H)-one